BrCCCCCC(=O)OCCCCCCCC 1-octyl 6-bromohexanoate